Sodium N-(1,3-benzothiazol-2-yl)sulfamate S1C(=NC2=C1C=CC=C2)NS([O-])(=O)=O.[Na+]